1-(5,8-dichloro-4-((4-(methylsulfonyl)phenyl)amino)-2-((pyrimidin-5-ylmethyl)sulfinyl)quinolin-3-yl)-2-methylpropan-1-one ClC1=C2C(=C(C(=NC2=C(C=C1)Cl)S(=O)CC=1C=NC=NC1)C(C(C)C)=O)NC1=CC=C(C=C1)S(=O)(=O)C